5-chloro-N-((1r,4r)-4-((3-(2,3-difluorophenyl)-6-fluoro-3-hydroxy-2-oxoindolin-1-yl)methyl)cyclohexyl)-2-methylnicotinamide ClC=1C=NC(=C(C(=O)NC2CCC(CC2)CN2C(C(C3=CC=C(C=C23)F)(O)C2=C(C(=CC=C2)F)F)=O)C1)C